2-(Icosanoxy)ethan-1-ol C(CCCCCCCCCCCCCCCCCCC)OCCO